N1(CCCCCC1)C1N(C=C(C=C1)C(F)(F)F)C1=NC(=NO1)C#N 2-(Azepan-1-yl)-N-(3-cyano-1,2,4-oxadiazol-5-yl)-5-(trifluoromethyl)pyridin